1,5-Diaminopentane NCCCCCN